1-phenyl-1-methylguanidine C1(=CC=CC=C1)N(C(=N)N)C